ClC=1C2=NC=CN=C2C=C2C(OC(=NC12)C=1N(N=C(C1)C(F)(F)F)C1=NC=CC=C1Cl)=O 9-chloro-2-[2-(3-chloropyridin-2-yl)-5-trifluoromethyl-2H-pyrazol-3-yl]-3-oxa-1,5,8-triazaanthracen-4-one